NC1=CC(=C(C(=O)NC=2C=C3C4(CN(C3=CC2)C)CCC(CC4)(F)F)C=C1)N1CCC4(CC4)CC1 4-amino-N-(4,4-difluoro-1'-methylspiro[cyclohexane-1,3'-indoline]-5'-yl)-2-(6-azaspiro[2.5]octan-6-yl)benzamide